OCC12OCC(OC1)C2O 1-(hydroxymethyl)-2,5-dioxabicyclo[2.2.1]heptan-7-ol